C(=O)O.ClC1=C(C=C(C=C1)C#N)C=1C=C2C(=NN(C2=CC1)C(=O)O)NC(=O)[C@H]1CNCCC1 5-(2-chloro-5-cyanophenyl)-3-{[(3R)-piperidin-3-ylcarbonyl]amino}-1H-indazole-1-carboxylic acid formate salt